FC1=C(C=CC=C1F)CN1CCC(CC1)CCNC(=O)N1[C@@H](CN(CC1)C1=CC(=C(C(=C1)F)F)F)C (2R)-N-(2-{1-[(2,3-difluorophenyl)methyl]piperidin-4-yl}ethyl)-2-methyl-4-(3,4,5-trifluorophenyl)piperazine-1-carboxamide